COS(=O)(=O)O.CCC propane methyl-sulfate